FC(C1=C(C(=C(C=C1)[C@@H]1[C@H](O[C@]([C@@H]1C)(C(F)(F)F)C)C(=O)NC1=CC(=NC=C1)C(=O)N)OC)F)F (2S,3R,4R,5R)-4-[[3-[4-(Difluoromethyl)-3-fluoro-2-methoxy-phenyl]-4,5-dimethyl-5-(trifluoromethyl)-tetrahydrofuran-2-carbonyl]amino]pyridin-2-carboxamid